2-[4-methoxy-3-(trifluoromethyl)phenyl]-7-[(3S)-3-methylpiperazin-1-yl]-4H-pyrido[1,2-a]pyrimidin-4-one COC1=C(C=C(C=C1)C=1N=C2N(C(C1)=O)C=C(C=C2)N2C[C@@H](NCC2)C)C(F)(F)F